5-chloro-2-isoindolin-2-yl-oxazolo[4,5-b]pyridine ClC1=CC=C2C(=N1)N=C(O2)N2CC1=CC=CC=C1C2